C(C)C(CN)N Ethyl-ethane-1,2-diamine